8-fluoro-5-(4-piperidinylmethyl)-3,4-dihydro-1H-isoquinoline-2-carboxylic acid benzyl ester C(C1=CC=CC=C1)OC(=O)N1CC2=C(C=CC(=C2CC1)CC1CCNCC1)F